4-(1H-pyrazol-1-yl)cyclohexan-1-one N1(N=CC=C1)C1CCC(CC1)=O